C(C)(C)(C)OC(=O)N=S(=O)(CC)C=1C=CC(=C(C1)C=1N(C2=CC=CC=C2C1)C(=O)OC(C)(C)C)N1CC(C1)(C(N)=O)C(N)=O tert-butyl 2-(5-(N-(tert-butoxycarbonyl)ethylsulfonimidoyl)-2-(3,3-dicarbamoylazetidin-1-yl)phenyl)-1H-indole-1-carboxylate